((2R,3S)-1-(3-((2-(3-chloro-1-methyl-1H-pyrazol-4-yl)pyrimidin-4-yl)amino)-5-isopropylquinolin-8-yl)-2-methylazetidin-3-yl)methanesulfonyl fluoride ClC1=NN(C=C1C1=NC=CC(=N1)NC=1C=NC2=C(C=CC(=C2C1)C(C)C)N1[C@@H]([C@H](C1)CS(=O)(=O)F)C)C